C(CCCCCCCCCCC)(=O)N[C@@H](CC1=CC=C(C=C1)O)C(=O)O N-lauroyl-tyrosine